C1(CCCCCCCCCCCCC1)NC(=O)C1=CC=CC=2NC(NC21)=O N-cyclotetradecyl-2-oxo-2,3-dihydro-1H-benzo[d]Imidazole-4-carboxamide